C(C)(C)(C)OC(=O)[C@H](C(C)C)N(C(=O)C1CC(C1)C(=O)O)C 3-[[(1S)-1-tert-butoxycarbonyl-2-methyl-propyl]-methyl-carbamoyl]cyclobutanecarboxylic acid